C(C)(C)(C)C1=CC(=NC=C1)C1=CC=2C(=CN=C(C2)CC(C(=O)O)(C)C)N1 3-[2-(4-tert-butyl-2-pyridyl)-1H-pyrrolo[2,3-c]pyridin-5-yl]-2,2-dimethyl-propanoic acid